C(C)C1C([C@H]2[C@@H]3CC[C@H]([C@@H](CCC(=O)O)C)[C@]3(CC[C@@H]2[C@]2(CCC(CC12)O)C)C)O 6-ethyl-3,7-dihydroxy-cholan-24-oic acid